CCCCCCCCCCCCCCCCCCCCC(=O)O[C@H](COC(=O)CCCCCCC/C=C\C/C=C\C/C=C\CC)COP(=O)([O-])OCC[N+](C)(C)C 1-(9Z,12Z,15Z-octadecatrienoyl)-2-heneicosanoyl-glycero-3-phosphocholine